CC1=CC=2C(=NC=C(C2)C=2C=C3N(N2)CCC32CCN(CC2)C(=O)OC(C)(C)C)N1 tert-butyl 2'-(2-methyl-1H-pyrrolo[2,3-b]pyridin-5-yl)-5',6'-dihydrospiro[piperidine-4,4'-pyrrolo[1,2-b]pyrazole]-1-carboxylate